2-(6-(2-(2,3-dimethylbenzyl)-2H-tetrazol-5-yl)pyridin-2-yl)-2-hydroxypropane-1-sulfonamide CC1=C(CN2N=C(N=N2)C2=CC=CC(=N2)C(CS(=O)(=O)N)(C)O)C=CC=C1C